ClC=1C(=NC=CC1)[Pd-](Cl)Cl (3-chloropyridyl)palladium(II) dichloride